9,10-ANTHRACENEDIYL-bis(methylene)dimalonic acid C1=CC=CC2=C(C3=CC=CC=C3C(=C12)CC(C(=O)O)C(=O)O)CC(C(=O)O)C(=O)O